4-(6-chloro-2-(2,6-dichloro-3,5-dimethoxyphenyl)pyrido[3,4-d]pyrimidin-4-yl)morpholine ClC1=CC2=C(N=C(N=C2N2CCOCC2)C2=C(C(=CC(=C2Cl)OC)OC)Cl)C=N1